ClC(CCC#N)CCl 4,5-dichlorovaleronitrile